C(#N)C1=C(C=C(C=C1)[C@H](C)NC(=O)C=1C=NC2=C(N=C(C=C2C1N1CCN[C@H](CC1)C)C)C1CC1)OC N-[(S)-1-(4-cyano-3-methoxyphenyl)ethyl]-4-[(S)-5-methyl-1,4-diazepan-1-yl]-8-cyclopropyl-6-methyl-1,7-diaza-3-naphthamide